ClC=1N=CC(=NC1)C(=O)NC=1C=C2C=NNC2=CC1 5-chloro-N-(1H-indazol-5-yl)pyrazine-2-carboxamide